CC1=CN=C(C(=N1)C(C)N)C1=NC=CC=N1 1-(6-methyl-3-pyrimidin-2-yl-pyrazin-2-yl)ethanamine